2-(N,N-diethylaniline-4-yl)-4,6-bis(3,5-dimethylpyrazol-1-yl)-1,3,5-triazine C(C)N(C1=CC=C(C=C1)C1=NC(=NC(=N1)N1N=C(C=C1C)C)N1N=C(C=C1C)C)CC